C1(CCC1)N1C(=NC2=C1C=CC=C2)C2=CC(=C(C(=C2)OC)OC)OC 1-cyclobutyl-2-(3,4,5-trimethoxyphenyl)-1H-benzo[d]imidazole